2-azabicyclo[2.1.1]hexane hydrochloride Cl.C12NCC(C1)C2